ClC=1C=C(C=C(C1)Cl)C1=NC(=C2N=CN(C2=N1)C1OCCCC1)NCC1=CC=C(C=C1)C=1N(C=C(N1)C(F)(F)F)C 2-(3,5-dichlorophenyl)-N-(4-(1-methyl-4-(trifluoromethyl)-1H-imidazol-2-yl)benzyl)-9-(tetrahydro-2H-pyran-2-yl)-9H-purin-6-amine